FC1=C(C=CC(=C1)F)[C@]([C@@H](C)N1CCC(CC1)=CC(=O)O)(CN1N=CN=C1)O 2-(1-((2r,3r)-3-(2,4-difluorophenyl)-3-hydroxy-4-(1H-1,2,4-triazol-1-yl)-2-butyl)piperidin-4-ylidene)acetic acid